(E)-3-chloro-2-(4-fluorophenyl)-1-(2-chlorophenyl)propylene ClC/C(=C/C1=C(C=CC=C1)Cl)/C1=CC=C(C=C1)F